BrC=1C=C(C=CC1F)C=1C(=C(C(=O)N)C=C(C1)C1=C2C(C(N(C2=CC=C1)C1=NC=CC=N1)=O)(C)C)C(F)(F)F (3-bromo-4-fluorophenyl)-5-(3,3-dimethyl-2-oxo-1-(pyrimidin-2-yl)indolin-4-yl)-2-(trifluoromethyl)benzamide